COC1=CC=C(C=C1)C1=C(C2=CC=CC=C2C(=C1)NS(=O)(=O)C1=CC=C(C=C1)OC)NS(=O)(=O)C1=CC=C(C=C1)OC N,N'-(2-(4-Methoxyphenyl)naphthalene-1,4-diyl)bis(4-methoxybenzenesulfonamide)